BrC1=C(C=CC=C1)C1=NC=NC(=N1)C1=CC=CC=C1 4-(2-bromophenyl)-6-phenyl-1,3,5-triazine